(S)-N-(1-Amino-3-hydroxy-1-oxopropan-2-yl)-2-cyclopropyl-5-((4-methylthiazol-5-yl)methoxy)benzofuran-3-carboxamide NC([C@H](CO)NC(=O)C1=C(OC2=C1C=C(C=C2)OCC2=C(N=CS2)C)C2CC2)=O